(R)-(1-(6-aminopyridin-3-yl)piperidin-3-yl)(methyl)carbamic acid tert-butyl ester C(C)(C)(C)OC(N(C)[C@H]1CN(CCC1)C=1C=NC(=CC1)N)=O